COC(C[C@H](C#CC)C1=CC=C(C=C1)N[C@@H]1CCC2=C(C=CC(=C12)F)C=1C=NC(=CC1)O[C@H]1COCC1)=O (S)-3-(4-(((R)-7-Fluoro-4-(6-(((R)-tetrahydrofuran-3-yl)oxy)pyridin-3-yl)-2,3-dihydro-1H-inden-1-yl)amino)phenyl)hex-4-ynoic Acid Methyl Ester